FC(OC=1C=C(C=CC1)C#CC=1SC=CN1)(F)F 2-((3-(trifluoromethoxy)phenyl)ethynyl)thiazole